15-chloro-21,22-difluoro-16-hydroxy-18,18-dioxo-8,11-dioxa-18λ6-thia-19-azatetracyclo[18.3.1.113,17.02,7]pentacosa-1(23),2(7),3,5,13(25),14,16,20(24),21-nonaen-12-one ClC1=CC=2C(OCCOC=3C=CC=CC3C3=CC(=C(C(NS(C(=C1O)C2)(=O)=O)=C3)F)F)=O